CN(S(=O)(=O)C1=C2C=CC(=CC2=CC=C1)NC(OC(C)(C)C)=O)C tert-butyl (5-(N,N-dimethylsulfamoyl)naphthalen-2-yl)carbamate